3-tert-butylcarbonyloxy-pyridin-4-one C(C)(C)(C)C(=O)OC1C=NC=CC1=O